N1C(=O)NC=2N=CNC2C1=O xanthine